[Br-].CC=1N=C(SC1C)N1N([NH2+]C(=N1)C1=CC=CC=C1)C1=CC=CC=C1 3-(4,5-dimethyl-thiazol-2-yl)2,5-diphenyl-tetrazolium bromide